CC1(OC(CC(C1)=O)(C)C)C 2,2,6,6-tetramethyltetrahydropyran-4-one